4-Tert-butyl (1-((6-aminohexyl)sulfonyl)piperidin-4-yl)carbamate NCCCCCCS(=O)(=O)N1CCC(CC1)NC(OC(C)(C)C)=O